COCOC(C)C=1C=CC(=NC1)CCO 2-[5-(1-methoxymethoxy-ethyl)-pyridin-2-yl]-ethanol